C1=CC(=CC=C1CCC(=O)O)O The molecule is a hydroxy monocarboxylic acid consisting of propionic acid having a 4-hydroxyphenyl group at the 3-position. It has a role as a plant metabolite. It derives from a propionic acid. It is a conjugate acid of a phloretate.